C(CCCNC(N)=N)C(=O)O desamino-D-arginine